FC(C1=CC=CC=C1)(C1=C(N)C(=CC(=C1)[N+](=O)[O-])C(C1=CC=CC=C1)(F)F)F 2,6-bis(difluorobenzyl)-4-nitroaniline